CN(C(=O)OC=1C(=CC(=C(C1)SSSSSSC1=C(C=C(C(=C1)OC(=O)N(C)C)Cl)C)C)Cl)C bis(5-dimethylaminocarbonyloxy-4-chloro-2-methylphenyl) hexasulfide